COC1=C(C=C2C(=NC=NC2=C1)NC1=C(C=CC(=C1)C=1SC=CC1C)OC)OC1CCN(CC1)C(C=C)=O 1-(4-((7-methoxy-4-((2-methoxy-5-(3-methylthiophen-2-yl)phenyl)amino)quinazolin-6-yl)oxy)piperidine-1-yl)prop-2-en-1-one